FC([C@@H](C)N1N=NC2=C1C=C(C=C2)C=2C(=CN1N=C(N=C(C12)OC)N[C@H]1[C@H](CN(CC1)C)F)F)F 5-(1-((R)-1,1-difluoropropan-2-yl)-1H-benzo[d][1,2,3]triazol-6-yl)-6-fluoro-N-((3S,4R)-3-fluoro-1-methylpiperidin-4-yl)-4-methoxypyrrolo[2,1-f][1,2,4]triazin-2-amine